FC1=CC=C(C=C1)N1N=C(C=C1)C(=O)NC1=CC(=C(C=C1)C)C#CC1=CN=C2N1N=CC=C2 1-(4-fluorophenyl)-N-(3-(imidazo[1,2-b]pyridazin-3-ylethynyl)-4-methylphenyl)-1H-pyrazole-3-carboxamide